ethylsulfonyl-(pentafluoro)cyclotriphosphazene C(C)S(=O)(=O)P1(=NP(=NP(=N1)(F)F)(F)F)F